C(C)C(CN1N=NC2=C1C(=C(C(=C2)C2=C(C=CC=C2)C2=CC(=C(C=C2)C#N)F)F)F)(CC)O 2'-(1-(2-ethyl-2-hydroxybutyl)-6,7-difluoro-1H-benzo[d][1,2,3]triazol-5-yl)-3-fluoro-[1,1'-biphenyl]-4-carbonitrile